ClC=1C=C(C=CC1Cl)N1CC2C(C2C1)CSC=1N=NNC1C(=O)O 4-(((3-(3,4-dichlorophenyl)-3-azabicyclo[3.1.0]hexane-6-yl)methyl)thio)-1H-1,2,3-triazole-5-carboxylic acid